CC1=CC=C(C2=C1OCC21CC1)OC=1C(=NC=CC1)C1C(NC(N1)=O)=O 5-(7-methylspiro[2H-benzofuran-3,1'-cyclopropan]-4-yloxy-2-pyridyl)imidazolidin-2,4-dion